tert-butyl 6-[4-(4-fluoro-2-methoxy-phenyl)-3-methoxycarbonyl-6,7-dihydro-5H-cyclopenta[c]pyridin-1-yl]-3,4-dihydro-1H-isoquinoline-2-carboxylate FC1=CC(=C(C=C1)C=1C2=C(C(=NC1C(=O)OC)C=1C=C3CCN(CC3=CC1)C(=O)OC(C)(C)C)CCC2)OC